4-(((R)-1-(3-(1,1-difluoro-2-hydroxy-2-methylpropyl)-2-fluorophenyl)ethyl)amino)-8-methoxy-2,6,8-trimethyl-6,8-dihydro-7H-pyrrolo[2,3-g]quinazolin-7-one FC(C(C)(C)O)(F)C=1C(=C(C=CC1)[C@@H](C)NC1=NC(=NC2=CC3=C(C=C12)N(C(C3(C)OC)=O)C)C)F